4-[(3-fluoro-2-pyridyl)sulfanyl]-6-[1-[1-(2-methoxyethyl)-4-piperidyl]-5-methyl-pyrazol-4-yl]pyrazolo[1,5-a]pyridine-3-carbonitrile FC=1C(=NC=CC1)SC=1C=2N(C=C(C1)C=1C=NN(C1C)C1CCN(CC1)CCOC)N=CC2C#N